CC(=CC)CCC=C(C)C 3,7-dimethyloctane-2,6-diene